1-((2R,3R,4S,5S)-5-acetyl-4-((tert-butyldimethyl-silyl)oxy)-3-methoxytetrahydrofuran-2-yl)pyrimidine-2,4(1H,3H)-dione C(C)(=O)[C@@H]1[C@H]([C@H]([C@@H](O1)N1C(NC(C=C1)=O)=O)OC)O[Si](C)(C)C(C)(C)C